3-((S)-2,2-di((6Z,12Z)-octadeca-6,12-dien-1-yl)-1,3-dioxolan-4-yl)-N,N-dimethylpropan-1-amine C(CCCC\C=C/CCCC\C=C/CCCCC)C1(OC[C@@H](O1)CCCN(C)C)CCCCC\C=C/CCCC\C=C/CCCCC